biphenanthroline N1=C(C=CC2=CC=C3C=CC=NC3=C12)C1=NC2=C3N=CC=CC3=CC=C2C=C1